3-fluoro-5,8,8-trimethyl-5-(3-(3-(2,2,2-trifluoroethyl)pyridin-4-yl)phenyl)-5,8,9,10-tetrahydrobenzo[b][1,8]naphthyridin-6(7H)-one FC1=CC=2C(C3=C(NC2N=C1)CC(CC3=O)(C)C)(C3=CC(=CC=C3)C3=C(C=NC=C3)CC(F)(F)F)C